C(C)(C)(C)OC(=O)N(CCSSCCN)C(=O)OC(C)(C)C di-tertiary butoxycarbonyl-cystamine